C(C)(C)(C)OC(=O)N1C[C@@H](C[C@@H](C1)O)NC=1OC=2C(=NC(=CC2)Cl)N1 (3R,5S)-3-[(5-chlorooxazolo[4,5-b]pyridin-2-yl)amino]-5-hydroxy-piperidine-1-carboxylic acid tert-butyl ester